CP1(C=CCC1)=O 1-methylphospholene-1-oxide